[Cl-].CO[Si](CCC[N+](C)(C)CCCCCCCCCCC)(OC)OC 3-(trimethoxysilyl)propyl-n-undecyldimethyl-ammonium chloride